FCCN1N=CC=C1 1-(2-fluoroethyl)pyrazole